COC1=CC=C(C=C1)C1=NC(=NC(=N1)C(Cl)(Cl)Cl)C(Cl)(Cl)Cl 2-(4-Methoxyphenyl)-4,6-bis(trichloromethyl)-s-triazine